ClC1=C(C=C2CC3(CCNCC3)C(C2=C1)=O)OC 6-chloro-5-methoxy-1,3-dihydrospiro[indene-2,4'-piperidin]-1-one